Biotinoyl-amino-3,6-dioxaoctanyl-aminocarbonyl-heptanoic acid C(CCCC[C@@H]1SC[C@@H]2NC(=O)N[C@H]12)(=O)C(C(C(=O)O)(C(=O)N)CCOCCOCC)(CCCC)N